FC=1C=C(C=C(C1)F)[C@@H]1CCC2=NN(C(N21)=O)C2CC(C2)C=2C=NC=CC2 (S)-5-(3,5-difluorophenyl)-2-((1R,3S)-3-(pyridin-3-yl)cyclobutyl)-2,5,6,7-tetrahydro-3H-pyrrolo[2,1-c][1,2,4]triazol-3-one